1,5-DIMETHYL-1H-PYRROLE-2-CARBOXYLIC ACID CN1C(=CC=C1C)C(=O)O